BrC1=CC=C(C=C1)[C@@H]1N(C[C@H](N(C1)C(=O)C1(CC1)C)C)C(=O)OC(C)(C)C tert-butyl (2S,5R)-2-(4-bromophenyl)-5-methyl-4-(1-methylcyclopropanecarbonyl)piperazine-1-carboxylate